(p-tolyl)isoquinoline-1,5-diamine C1(=CC=C(C=C1)C=1N=C(C=2C=CC=C(C2C1)N)N)C